2-(((2-(isoindolin-2-yl)-2-oxoethyl)(methyl)amino)methyl)-6-methylthieno[3,2-d]pyrimidin-4(3H)-one C1N(CC2=CC=CC=C12)C(CN(C)CC=1NC(C2=C(N1)C=C(S2)C)=O)=O